O1COC2=C1C=CC=C2CNCC2=CC(=NC=C2)N2CC(CCC2)CC N-(1,3-benzodioxol-4-ylmethyl)-1-[2-(3-ethyl-1-piperidinyl)-4-pyridinyl]methanamine